8-(2-Azidoethylthio)guanosine N(=[N+]=[N-])CCSC=1N([C@H]2[C@H](O)[C@H](O)[C@@H](CO)O2)C=2N=C(NC(C2N1)=O)N